CC1=NC(=CC(=C1)C1=CC(=CC(=C1)C1=CC(=NC(=C1)C)C)C1=CC(=NC(=C1)C)C)C 1,3,5-tris(2,6-dimethylpyridine-4-yl)benzene